COC(CNS(=O)(=O)C1=CC=C(C)C=C1)=O N-(p-toluenesulfonyl)glycine methyl ester